CN(C=CC(=O)N(C)C)C 3-dimethylamino-N,N-dimethyl-acrylamide